1-((2R,5S)-5-(chloromethyl)-5-(hydroxymethyl)-2,5-dihydrofuran-2-yl)-5-methylpyrimidine-2,4(1H,3H)-dione ClC[C@]1(C=C[C@@H](O1)N1C(NC(C(=C1)C)=O)=O)CO